N-[3-(trimethoxysilyl)propyl]-N'-(4-vinylbenzyl)ethylenediamine dihydrochloride Cl.Cl.CO[Si](CCCNCCNCC1=CC=C(C=C1)C=C)(OC)OC